1-Chloro-7-methoxy-isoquinoline-6-carboxylic acid ClC1=NC=CC2=CC(=C(C=C12)OC)C(=O)O